NCCOCCNC(=O)C1=C(C=C(C=C1)NC(=O)C=1N(C(=CN1)C1=C(C(=C(C=C1)OC)F)F)C)CC N-[4-[2-(2-aminoethoxy)ethylcarbamoyl]-3-ethyl-phenyl]-5-(2,3-difluoro-4-methoxyphenyl)-1-methylimidazole-2-carboxamide